FC1(CN(CC[C@H]1N1C(N(C=2C=NC=3C=CC(=CC3C21)C=2C=NC(=CC2)OC)C[2H])=O)C)F |r| (R/S)-1-(3,3-difluoro-1-methylpiperidin-4-yl)-8-(6-methoxypyridin-3-yl)-3-(deuteromethyl)-1,3-dihydro-2H-imidazo[4,5-c]quinolin-2-one